C(C)C(CN1C(=C(C(C=C1)=O)OC(=O)C(C)(C)C)C=O)CCCC N-(2-ethylhexyl)-2-formyl-3-t-butylcarbonyloxy-pyridin-4-one